NC=1C(=NC2=CC(=CC=C2C1NCC(C)(C)O)O)Cl 3-amino-2-chloro-4-((2-hydroxy-2-methylpropyl)amino)quinolin-7-ol